C1COC2(CCC(CC2)C(C)(C)C)O1 4-tert-butylcyclohexanone ethylene ketal